FC=1C(N(C(N(C1)S(=O)(=O)C1=CC=C(C=C1)CO)=O)C)=N 5-fluoro-1-[4-(hydroxymethyl)benzenesulfonyl]-4-imino-3-methylpyrimidin-2-one